BrC1=CC=C(C=C1)C=1C=NN2C1NC(=CC2=O)C(C)(C)C 3-(4-bromophenyl)-5-(tert-butyl)pyrazolo[1,5-a]pyrimidin-7(4H)-one